5-(trifluoromethyl)-phenol FC(C=1C=CC=C(C1)O)(F)F